OC1CC(C1)N(C1(CN(CC1)C(=O)OC(C)(C)C)C)C tert-butyl 3-((3-hydroxycyclobutyl)(methyl)amino)-3-methylpyrrolidine-1-carboxylate